2-fluoro-N-((2R)-1-(4-(4-methoxyphenyl)-2-methyl-1,3-dioxo-2,8-diazaspiro[4.5]decan-8-yl)-3-methyl-1-oxobutan-2-yl)-5-(trifluoromethyl)benzamide FC1=C(C(=O)N[C@@H](C(=O)N2CCC3(C(C(N(C3=O)C)=O)C3=CC=C(C=C3)OC)CC2)C(C)C)C=C(C=C1)C(F)(F)F